FC=1C=CC2=C(C(=C(O2)[C@@H](C(C)C)NC(=O)NC2CCC(CC2)O)C)C1 1-((R)-1-(5-fluoro-3-methylbenzofuran-2-yl)-2-methylpropyl)-3-((1R,4R)-4-hydroxycyclohexyl)urea